NC1=NC=NN2C1=C(C=C2C=2C=CC(=C(C(=O)N[C@@H]1CN(C[C@@H]1F)C(C1=C(C(=CC=C1)F)F)=O)C2)C)C(F)(F)F 5-[4-amino-5-(trifluoromethyl)pyrrolo[2,1-f][1,2,4]triazin-7-yl]-N-[(3R,4S)-1-(2,3-difluorobenzoyl)-4-fluoropyrrolidin-3-yl]-2-methylbenzamide